C(C)(C)(C)OC(N[C@@H](CCC(N)=O)[C@@H](C)OCC#C)=O tert-butyl-N-[(3S,4R)-1-carbamoyl-4-(prop-2-yn-1-yloxy)pentan-3-yl]carbamate